CS(=O)(=O)OC1CC2C(CNC2)=C1 hexahydro-5-((methylsulfonyl)oxy)cyclopenta[c]pyrrole